C(CN(CC(=O)[O-])CC(=O)[O-])N(CC(=O)O)CC(=O)O.[Na+].[Na+] disodium ethylenediaminetetraacetate salt